hex-3-en-2,5-diol CC(C=CC(C)O)O